N-(5-(4-ethylpiperazin-1-yl)pyridin-2-yl)-4-(2-isopropyl-4-methylthiazol-5-yl)pyrimidin-2-amine C(C)N1CCN(CC1)C=1C=CC(=NC1)NC1=NC=CC(=N1)C1=C(N=C(S1)C(C)C)C